FC=1C=C(C2=C(C(=C(O2)[C@H](C(F)(F)F)NC(=O)NC=2C=NC(=NC2)NC2CC(C2)O)C)C1)F 1-((R)-1-(5,7-difluoro-3-methylbenzofuran-2-yl)-2,2,2-trifluoroethyl)-3-(2-(((1s,3S)-3-hydroxycyclobutyl)amino)pyrimidin-5-yl)urea